2-((3-(3,4-dichloro-6a,7,9,10-tetrahydropyrazino[1,2-d]pyrido[3,2-b][1,4]oxazin-8(6H)-yl)-3-oxopropoxy)methyl)azetidin ClC1=C(C=2OCC3N(C2N=C1)CCN(C3)C(CCOCC3NCC3)=O)Cl